ethyloxyl-nonyl-phenol C(C)OC=1C(=C(C=CC1)O)CCCCCCCCC